1-[3-(1-Hydroxyethyl)-6-[6-[(6-methyl-3-pyridyl)amino]imidazo[4,5-c]pyridin-3-yl]-2-pyridyl]-5-methyl-pyrazole-3-carbonitrile OC(C)C=1C(=NC(=CC1)N1C=NC2=C1C=NC(=C2)NC=2C=NC(=CC2)C)N2N=C(C=C2C)C#N